2-(1-benzyl-3-methoxypyrrolidin-3-yl)propan-2-ol C(C1=CC=CC=C1)N1CC(CC1)(OC)C(C)(C)O